C1(=CC(=CC=C1)C1=CC=CS1)C1=CC=CC=C1 5-([1,1'-biphenyl]-3-yl)thiophene